1-ethyl-3,7-dimethyl-8-(methylsulfanyl)-1H-purine-2,6(3H,7H)-dione C(C)N1C(N(C=2N=C(N(C2C1=O)C)SC)C)=O